N-ethyl-4-(4-(morpholinomethyl)phenyl)isoxazole-3-carboxamide C(C)NC(=O)C1=NOC=C1C1=CC=C(C=C1)CN1CCOCC1